(S)-3-(6,7-dimethyl-2-(2-(1-methyl-1H-pyrazol-4-yl)morpholino)pteridin-4-yl)cyclobutan-1-one CC=1N=C2C(=NC(=NC2=NC1C)N1C[C@@H](OCC1)C=1C=NN(C1)C)C1CC(C1)=O